ClC=1N=C(SC1)C#C[Si](C)(C)C 2-(4-chlorothiazol-2-yl)ethynyl-trimethyl-silane